O[C@@H]1C[C@H](N(C1)C(C(C(C)C)C1=CC(=NO1)OC)=O)C=1NC(=CN1)C1=CC=C(C(=O)NC)C=C1 4-[2-[(2S,4R)-4-hydroxy-1-[2-(3-methoxy-1,2-oxazol-5-yl)-3-methylbutyryl]pyrrolidin-2-yl]-1H-imidazol-5-yl]-N-methylbenzamide